tert-butyl (3-((1-(2-(2,6-dioxopiperidin-3-yl)-1,3-dioxoisoindolin-4-yl)piperidin-4-yl)(methyl) amino)cyclobutyl)carbamate O=C1NC(CCC1N1C(C2=CC=CC(=C2C1=O)N1CCC(CC1)N(C1CC(C1)NC(OC(C)(C)C)=O)C)=O)=O